C1N(CCC2=CC=CC=C12)C1C(NC(CC1)=O)=O 3-(3,4-dihydroisoquinolin-2(1H)-yl)piperidine-2,6-dione